COC1=C(CN2C[C@H](N(CC2)C2CC3(C2)CCN(CC3)C(=O)OC(C)(C)C)C3=C(C=CC=C3)C(C)C)C=CC(=C1)OC |o1:7| tert-butyl (R or S)-2-(4-(2,4-dimethoxybenzyl)-2-(2-isopropylphenyl)piperazin-yl)-7-azaspiro[3.5]nonane-7-carboxylate